N-(5-chloro-6-(2H-1,2,3-triazol-2-yl)pyridin-3-yl)-5-isobutyl-1-(quinolin-5-yl)-1H-pyrazole-4-carboxamide ClC=1C=C(C=NC1N1N=CC=N1)NC(=O)C=1C=NN(C1CC(C)C)C1=C2C=CC=NC2=CC=C1